N,N-dimethyl-3-(5-(4-(2-oxopyrrolidin-1-yl)phenyl)pyridin-3-yl)furo[2,3-b]pyridine-5-carboxamide CN(C(=O)C=1C=C2C(=NC1)OC=C2C=2C=NC=C(C2)C2=CC=C(C=C2)N2C(CCC2)=O)C